C(CCC)C=1OC=2N=C3N(C(C2N1)=O)CCCC3 2-butyl-5,6,7,8-tetrahydro-10H-oxazolo[5,4-D]pyrido[1,2-a]pyrimidine-10-one